ClC1=CC=C2C(=CC=NC2=C1)NC(C)CCCN1CC(C1)(F)F 7-Chloro-N-(5-(3,3-difluoroazetidin-1-yl)pentan-2-yl)quinolin-4-amine